C(C)(C)(C)OC(N(C)C=1C(=NC=C(C1)C(F)F)NC(=S)NC(C1=NC=C(C=C1)OC(C)C)=N)=O tert-butyl-(5-(difluoromethyl)-2-(3-(imino(5-isopropoxypyridin-2-yl)methyl)thioureido)pyridin-3-yl)(methyl)carbamate